(S)-2-(5-(4-chlorophenyl)-3-(1-methyl-1H-pyrazol-4-yl)-2,4-dioxo-3,4-dihydropyrimidin-1(2H)-yl)-N-(1-hydroxypropan-2-yl)acetamide ClC1=CC=C(C=C1)C=1C(N(C(N(C1)CC(=O)N[C@H](CO)C)=O)C=1C=NN(C1)C)=O